[Si](C)(C)(C(C)(C)C)OCC=1N=C(SC1S(=O)(=O)NC(NC1=C(C(=C(C=C1C(C)C)C#N)F)C(C)C)=O)C(C)(C)O 4-((tert-butyldimethylsilyloxy)methyl)-N-(4-cyano-3-fluoro-2,6-diisopropylphenylcarbamoyl)-2-(2-hydroxypropan-2-yl)thiazole-5-sulfonamide